N-[[6-[(3,4-Dimethoxyphenyl)methylamino]-2-pyridyl]sulfonyl]-2-(2,2,4-trimethylpyrrolidin-1-yl)pyridin-3-carboxamid COC=1C=C(C=CC1OC)CNC1=CC=CC(=N1)S(=O)(=O)NC(=O)C=1C(=NC=CC1)N1C(CC(C1)C)(C)C